2-(((1R)-1-(2-cyano-3-(6-(4-cyano-phenyl)-3,6-diazabicyclo[3.1.1]-heptan-3-yl)-7-methylquinoxalin-5-yl)ethyl)amino)benzoic acid C(#N)C1=NC2=CC(=CC(=C2N=C1N1CC2N(C(C1)C2)C2=CC=C(C=C2)C#N)[C@@H](C)NC2=C(C(=O)O)C=CC=C2)C